O.S(=O)(=O)(O)O.NC1=CC(=NC=N1)N.NC1=CC(=NC=N1)N.O diaminopyrimidine hemisulfate hydrate